C1(CCCC1)NC=1C2=C(N=C(N1)C1=CC=NC=C1)CCCN2 N-cyclopentyl-2-(4-pyridinyl)-5,6,7,8-tetrahydropyrido[3,2-d]pyrimidin-4-amine